OC(=O)C(F)(F)F.C(C1=CC=CC=C1)N(CCCN1C2CC(CC1CC2)C=2C=C(C(=O)N)C=CC2)C(CS(=O)(=O)C)=O 3-endo-(8-{3-[benzyl-(2-methanesulfonylacetyl)amino]propyl}-8-azabicyclo[3.2.1]oct-3-yl)-benzamide TFA salt